ClC=1C=C(C=C2C(=C(C=NC12)C#N)NC1=C(C(=C(C=C1)Cl)Cl)F)N[C@@H](C1=C(N=CS1)C)C=1N=NN(C1)C(C)C (R)-8-chloro-4-((3,4-dichloro-2-fluorophenyl)amino)-6-(((1-isopropyl-1H-1,2,3-triazol-4-yl)(4-methylthiazol-5-yl)methyl)amino)quinoline-3-carbonitrile